2-chloro-5-methyl-N-(1-(naphthalen-1-yl)cyclopropyl)pyrimidine-4-carboxamide ClC1=NC=C(C(=N1)C(=O)NC1(CC1)C1=CC=CC2=CC=CC=C12)C